ClC1=C(C=C(OC=2N=NNC2C(=O)O)C=C1)OCC1CCCCC1 4-(4-chloro-3-(cyclohexylmethoxy)phenoxy)-1H-1,2,3-triazole-5-carboxylic acid